C1(CC1)C1=NC=CC(=C1)C1=NOC(=C1)C(C)N 1-[3-(2-cyclopropyl-4-pyridinyl)isoxazol-5-yl]Ethylamine